1-{5-iodo-2-[(3R)-3-methylmorpholin-4-yl]-7-[1-(oxan-2-yl)-1H-pyrazol-5-yl]imidazo[1,5-b]pyridazin-4-yl}cyclohexane-1-carbonitrile IC=1N=C(N2N=C(C=C(C21)C2(CCCCC2)C#N)N2[C@@H](COCC2)C)C2=CC=NN2C2OCCCC2